CCOC(=O)C=1NC(=CN1)C(=O)OC(C)(C)C imidazole-2,5(1H)-dicarboxylic acid 5-tert-butyl 2-ethyl ester